FC1=C2C(=CC=NC2=C(C=C1)F)NCCC1=C(C=C(C=C1)OC1=NC=CC(=C1)C(F)(F)F)F 5,8-difluoro-N-[2-(2-fluoro-4-{[4-(trifluoromethyl)-pyridin-2-yl]oxy}phenyl)ethyl]quinolin-4-amine